CNC(C1=CC(=C(C=C1)B1OC(C(O1)(C)C)(C)C)C)=O N-methyl-3-methyl-4-(4,4,5,5-tetramethyl-1,3,2-dioxaborolan-2-yl)benzamide